(1S,6R,8R,9R,10R,15R,18R)-8,18-bis(6-amino-9H-purin-9-yl)-9-fluoro-3,12-disulfanyl-2,4,7,11,13,16-hexaoxa-3λ5,12λ5-diphosphatricyclo[13.3.0.06,10]octadecane-3,12-dione NC1=C2N=CN(C2=NC=N1)[C@@H]1O[C@@H]2COP(O[C@H]3[C@@H](CO[C@@H]3COP(O[C@H]2[C@H]1F)(=O)S)N1C2=NC=NC(=C2N=C1)N)(=O)S